C(C)(C)(C)OC(=O)N(C1=CC(=NC=2N1N=CC2C2CC2)O[C@@H]2CN(CCC2)C(=O)OC(C)(C)C)C2=CC(=CC(=C2)F)C(F)(F)F Tert-Butyl (S)-3-((7-((tert-butoxycarbonyl)(5-fluoro-3-trifluoromethylphenyl)amino)-3-cyclopropylpyrazolo[1,5-a]pyrimidin-5-yl)oxy)piperidine-1-carboxylate